1-[(2R,3R,4R,5R)-3-fluoro-4-hydroxy-5-(hydroxymethyl)tetrahydrofuran-2-yl]pyrimidine-2,4-dione F[C@H]1[C@@H](O[C@@H]([C@H]1O)CO)N1C(NC(C=C1)=O)=O